C(#N)C1=CC(=CC2=C1SC(=C2F)C(=O)O)C(C)C 7-Cyano-3-fluoro-5-isopropylbenzo[b]thiophene-2-carboxylic acid